1-(4-chloro-2-fluorophenylethyl)-3-(piperazin-1-yl)pyridin-2(1H)-one ClC1=CC(=C(C=C1)CCN1C(C(=CC=C1)N1CCNCC1)=O)F